FC(=CC=1C=C(C(=O)OC)C=CC1C)F methyl 3-(2,2-difluorovinyl)-4-methylbenzoate